7-(2,3-dihydro-1H-imidazo[1,2-b]pyrazol-7-yl)-2-[5-methoxy-3-(6-methyl-2-pyridyl)-1H-pyrazol-4-yl]-1,5-naphthyridine N1CCN2N=CC(=C21)C2=CN=C1C=CC(=NC1=C2)C=2C(=NNC2OC)C2=NC(=CC=C2)C